S1C=NC2=C1C(=CC=C2)CCC[C@H]2C[C@@H]1N(CCN(C1)C1=CC=C(C=N1)C#N)C2=O 6-[(7S,8aS)-7-[3-(1,3-benzothiazol-7-yl)propyl]-6-oxo-octahydropyrrolo[1,2-a]pyrazin-2-yl]pyridine-3-carbonitrile